{(2-aminoethyl)amino}ethanol NCCNC(C)O